ClC1=C(C(=O)NC2=C3C(N(CC3=CC=C2)[C@H](C(C)(C)O)C2CC2)=O)C(=CC=C1C)F (S)-2-chloro-N-(2-(1-cyclopropyl-2-hydroxy-2-methylpropyl)-3-oxoisoindolin-4-yl)-6-fluoro-3-methylbenzamide